(R)-N-((4-(1,2-dihydroxyethyl)-7-(4-(trifluoromethoxy)phenyl)-2,3-dihydrobenzofuran-5-yl)methyl)acrylamide O[C@@H](CO)C1=C(C=C(C2=C1CCO2)C2=CC=C(C=C2)OC(F)(F)F)CNC(C=C)=O